4-((2-chloro-6,7-dihydrothieno[3,2-d]pyrimidin-4-yl)amino)benzonitrile ClC=1N=C(C2=C(N1)CCS2)NC2=CC=C(C#N)C=C2